N1(N=CC=C1)CC1=C(C=C(C(=O)NS(=O)(=O)C2=C(C=CC(=C2)Br)OC)C=C1)OC 4-((1H-pyrazol-1-yl)methyl)-N-((5-bromo-2-methoxyphenyl)sulfonyl)-3-methoxybenzamide